tertbutyl 4-(5-amino-2-chlorophenoxy)piperidine-1-carboxylate NC=1C=CC(=C(OC2CCN(CC2)C(=O)OC(C)(C)C)C1)Cl